4-{(S)-2-[(S)-2-(methoxycarbonylamino)-3-phenylpropionylamino]-2-[2-(thien-2-yl)thiazol-4-yl]Ethyl}phenyl-sulfamic acid COC(=O)N[C@H](C(=O)N[C@@H](CC1=CC=C(C=C1)NS(O)(=O)=O)C=1N=C(SC1)C=1SC=CC1)CC1=CC=CC=C1